7-Fluoronaphthalen-1-ol FC1=CC=C2C=CC=C(C2=C1)O